C(CCCCCCC)C(COC(CCCCCN(CCCCCC(=O)OCC(CCCCCCCC)CCCCCCCC)C[C@@H](CN(CCO)CCO)O)=O)CCCCCCCC (S)-bis(2-octyldecyl)-6,6'-(((3-(bis(2-hydroxyethyl)amino)-2-hydroxypropyl)azanediyl))dihexanoate